N6-(but-3-yn-1-yl)-N6-acetyl-2'-deoxyadenosine C(CC#C)N(C=1C=2N=CN([C@H]3C[C@H](O)[C@@H](CO)O3)C2N=CN1)C(C)=O